N[C@H](C)C1=CC=C(C(=O)NC2=CC=NC=C2)C=C1 4-[(1R)-1-aminoethyl]-N-(pyridin-4-yl)benzamide